ClC=1N=C(C2=C(N1)CCCCC2=O)SC 2-chloro-4-(methylsulfanyl)-6,7,8,9-tetrahydro-5H-cyclohepta[d]pyrimidin-5-one